C(C1=CC=CC=C1)OC1CC(C1)C(CBr)=O 1-(3-(benzyloxy)cyclobutyl)-2-bromoethan-1-one